diamino-1,1-diphenylethylene NC(=C(C1=CC=CC=C1)C1=CC=CC=C1)N